ClC1=C(C=C(C(=C1)F)C1=C(C(=C(C(=C1)F)F)F)F)S(=O)(=O)Cl 4-chloro-2',3',4',5',6-pentafluoro-[1,1'-biphenyl]-3-sulfonyl chloride